C(CCCC)C1CCC(CC1)C1=CC=C(C=C1)C1=CC=C(C=C1)C(=O)OC1CC(N(C(C1)(C)C)OCC)(C)C 1-ethoxy-2,2,6,6-tetramethylpiperidin-4-yl 4'-(4-pentylcyclohexyl)-[1,1'-biphenyl]-4-carboxylate